(S)-4-(3-Fluoro-2-methylphenyl)-6-(((S)-2-(3-(methoxymethyl)bicyclo[1.1.1]pentane-1-yl)-3-oxohexahydroimidazo[1,5-a]pyrazin-7(1H)-yl)methyl)-2-(thiazol-2-yl)-1,4-dihydropyrimidine FC=1C(=C(C=CC1)[C@H]1N=C(NC(=C1)CN1C[C@@H]2N(CC1)C(N(C2)C21CC(C2)(C1)COC)=O)C=1SC=CN1)C